C(CCC(=O)O)(=O)O.OCCCNC([C@H](O)C(C)(C)CO)=O Panthenol Succinate